[Pd].N1=CC=CC2=CC=C3C=CC=NC3=C12.N1=CC=CC2=CC=C3C=CC=NC3=C12 bis(1,10-phenanthroline) palladium